COC1=C(C=CC=C1)N=NC1=CC=C(OCCCCCC(=O)O)C=C1 6-(4-((methoxyphenyl)azo)phenoxy)hexanoic acid